tert-butyl 4-[6-fluoro-7-[(8-fluoro-2-methyl-imidazo[1,2-a]pyridine-6-carbonyl)amino]-1-tetrahydropyran-2-yl-indazol-4-yl]piperazine-1-carboxylate FC1=CC(=C2C=NN(C2=C1NC(=O)C=1C=C(C=2N(C1)C=C(N2)C)F)C2OCCCC2)N2CCN(CC2)C(=O)OC(C)(C)C